5-[(1R,5S)-8-(Cyclopropylmethyl)-3,8-diazabicyclo[3.2.1]octan-3-yl]-N-[(1R)-1-[3-fluoro-5-(1-methylpyrazol-4-yl)phenyl]ethyl]-2-methyl-benzamide C1(CC1)CN1[C@H]2CN(C[C@@H]1CC2)C=2C=CC(=C(C(=O)N[C@H](C)C1=CC(=CC(=C1)C=1C=NN(C1)C)F)C2)C